2-((2-methoxy-4-nitrophenoxy)methyl)pyridine COC1=C(OCC2=NC=CC=C2)C=CC(=C1)[N+](=O)[O-]